N-[(2,4-dimethoxyphenyl)methyl]-4-methyl-2H,3H-furo[2,3-b]pyridin-6-amine COC1=C(C=CC(=C1)OC)CNC1=CC(=C2C(=N1)OCC2)C